tert-butyl N-[(2S)-1-[(3R*)-5,5-dimethyl-2-oxopyrrolidin-3-yl]-3-oxopropan-2-yl]carbamate CC1(C[C@H](C(N1)=O)C[C@@H](C=O)NC(OC(C)(C)C)=O)C |o1:3|